N-(2-bromo-6-chlorophenyl)-4-methoxy-2-((3-methyl-4-(1-methylazepan-4-yl)phenyl)amino)pyrimidine-5-carboxamide BrC1=C(C(=CC=C1)Cl)NC(=O)C=1C(=NC(=NC1)NC1=CC(=C(C=C1)C1CCN(CCC1)C)C)OC